ethyl 2-amino-3-(3,5-difluoroanilino)-2-methyl-propanoate NC(C(=O)OCC)(CNC1=CC(=CC(=C1)F)F)C